5-((5-Benzhydryl-2,5-diazabicyclo[2.2.2]octan-2-yl)methyl)-2-(2,4-dioxotetrahydropyrimidin-1(2H)-yl)isoindoline-1,3-dione C(C1=CC=CC=C1)(C1=CC=CC=C1)N1C2CN(C(C1)CC2)CC=2C=C1C(N(C(C1=CC2)=O)N2C(NC(CC2)=O)=O)=O